C(C)(C)(C)OC(CCNCCCNCC)=O 3-(3-ethylamino-propylamino)-propionic acid tert-butyl ester